C(=O)(C(=C)C)OCC[Si](OC)(OC)C (methacryl-oxyethyl)methyldimethoxysilane